7-(difluoromethyl)-2-(2-methyl-5-nitrophenyl)pyrrolo[2,1-f][1,2,4]triazine FC(C1=CC=C2C=NC(=NN21)C2=C(C=CC(=C2)[N+](=O)[O-])C)F